COC=1C=C(C=NC1N1CCN(CC1)C)NC=1C(=NC(=C(N1)NC)C=1C2=C(C=NC1)N(C=N2)C)C(=O)N 3-[[5-Methoxy-6-(4-methylpiperazin-1-yl)-3-pyridyl]amino]-5-(methylamino)-6-(3-methylimidazo[4,5-c]pyridin-7-yl)pyrazine-2-carboxamide